6-cyclobutoxy-4-(4-fluoro-3-(3-(trifluoromethyl)-5,6,7,8-tetrahydro-[1,2,4]triazolo[4,3-a]pyrazine-7-carbonyl)benzyl)phthalazin-1(2H)-one C1(CCC1)OC=1C=C2C(=NNC(C2=CC1)=O)CC1=CC(=C(C=C1)F)C(=O)N1CC=2N(CC1)C(=NN2)C(F)(F)F